NCC1=CN=C(S1)S(=O)(=O)N1C[C@H](C[C@@H](C1)C1=CC=CC=C1)C(=O)N1CCS(CC1)(=O)=O Trans-(1-((5-(aminomethyl)thiazol-2-yl)sulfonyl)-5-phenylpiperidin-3-yl)(1,1-dioxidothiomorpholino)methanone